FC(C=1C(=C(C=CC1)[C@@H](C)NC=1C=2C(N=C(N1)C)=C(C(N(C2)N2CCOCC2)=O)OC=2C=C(C#N)C=C(C2)F)F)F (R)-3-((4-((1-(3-(difluoromethyl)-2-fluorophenyl)ethyl)amino)-2-methyl-6-morpholino-7-oxo-6,7-dihydropyrido[4,3-d]pyrimidin-8-yl)oxy)-5-fluorobenzonitrile